C(C)(C)(C)C(C(=O)[O-])(C)C.[K+] potassium 2-(tert-butyl)-2-methylpropionate